ethyl (R)-2-(4-((5-hydroxypyridin-2-yl)oxy)phenoxy)propanoate OC=1C=CC(=NC1)OC1=CC=C(O[C@@H](C(=O)OCC)C)C=C1